BrC1=CC2=C(N=CN=C2N[C@H](C)C=2C=C(C=CC2)C(C(=O)N)(F)F)N(C1=O)C 2-[3-[(1R)-1-[(6-bromo-8-methyl-7-oxo-pyrido[2,3-d]pyrimidin-4-yl)amino]ethyl]phenyl]-2,2-difluoro-acetamide